N-(1'-(2-(1,1-difluoroethyl)-6-((tetrahydrothiophen-3-yl)amino)pyrimidin-4-yl)-1',2'-dihydrospiro[cyclopropane-1,3'-pyrrolo[3,2-c]pyridin]-6'-yl)acetamide FC(C)(F)C1=NC(=CC(=N1)N1CC2(C=3C=NC(=CC31)NC(C)=O)CC2)NC2CSCC2